C(CCC)C1=CC=C(C=C1)S(=O)(=O)NC1=C(C=C(C(=O)O)C=C1)C(=O)OC 4-((4-butylphenyl)sulfonamido)-3-(methoxycarbonyl)benzoic acid